OC1=CC=C(C=C1)C(C=CC1=CC=C(C=C1)[N+](=O)[O-])=O 1-(4-hydroxyphenyl)-3-(4-nitrophenyl)-2-propen-1-one